methyl 4-[(7R,8aS)-7-(2,3-dichloro-6-methoxyphenyl)-4-oxo-hexahydropyrrolo[1,2-a]pyrazin-2-yl]pyrimidine-2-carboxylate ClC1=C(C(=CC=C1Cl)OC)[C@H]1C[C@@H]2N(C(CN(C2)C2=NC(=NC=C2)C(=O)OC)=O)C1